2-hydroxy-2-(phenanthren-9-yl)acetic acid methyl ester COC(C(C=1C2=CC=CC=C2C=2C=CC=CC2C1)O)=O